(2R)-3-[5-(3,4-difluorophenyl)-6-isopropyl-1H-pyrrolo[2,3-f]indazol-7-yl]-2-hydroxy-propanoic acid FC=1C=C(C=CC1F)N1C(=C(C2=C1C=C1C=NNC1=C2)C[C@H](C(=O)O)O)C(C)C